P(=O)(OOCC(CCCC)CC)(OOCC(CCCC)CC)OC1=CC=CC=C1 di(2-ethylhexyl oxy) phenyl phosphate